(2S)-5,5-dimethyl-2-({[2-(trifluoromethyl)phenyl]methyl}amino)hexanoic acid CC(CC[C@@H](C(=O)O)NCC1=C(C=CC=C1)C(F)(F)F)(C)C